6-(pyridazin-4-yl)-N-(4-(pyrrolidin-1-ylmethyl)pyridin-2-yl)benzo[d]thiazol-2-amine N1=NC=C(C=C1)C1=CC2=C(N=C(S2)NC2=NC=CC(=C2)CN2CCCC2)C=C1